(3-(4-amino-3-(3-fluoro-4-methoxyphenyl)-1H-pyrazolo[3,4-d]pyrimidin-1-yl)pyrrolidin-1-yl)-2-methylprop-2-en-1-one NC1=C2C(=NC=N1)N(N=C2C2=CC(=C(C=C2)OC)F)C2CN(CC2)C(C(=C)C)=O